N-[4-(3-cyanophenyl)-5-[2-(fluoromethyl)-6-methyl-4-pyridinyl]thiazol-2-yl]-2-oxa-6-azaspiro[3.3]heptane-6-carboxamide C(#N)C=1C=C(C=CC1)C=1N=C(SC1C1=CC(=NC(=C1)C)CF)NC(=O)N1CC2(COC2)C1